COC([C@H](CCBr)NC(=O)OC(C)(C)C)=O.C(C1=CC=CC=C1)N1C(C=C(C=C1)NC1=NC(=NC=C1)CO)=O 1-benzyl-4-[[2-(hydroxymethyl)pyrimidin-4-yl]amino]pyridin-2-one methyl-(S)-2-(BOC-amino)-4-bromobutyrate